1-(isothiazol-3-yl)ethan-1-one (1,3,4,5,6,7-hexahydro-1,3-dioxo-2H-isoindol-2-yl)methyl-(1R-trans)-2,2-dimethyl-3-(2-methylprop-1-enyl)cyclopropanecarboxylate O=C1N(C(C=2CCCCC12)=O)COC(=O)[C@H]1C([C@@H]1C=C(C)C)(C)C.S1N=C(C=C1)C(C)=O